OC=1C=C(C=CC1)N1N=C(C=2CCCC(C12)=O)C(F)(F)F 1-(3-Hydroxyphenyl)-3-(trifluoromethyl)-1,4,5,6-tetrahydro-7H-indazol-7-one